ClC=1N=C2N(C=CC=C2)C1C(=O)N1CCC2(C(N3[C@H](O2)CC[C@H]3C3=CC(=CC(=C3)F)F)=O)CC1 (5'S,7a'R)-1-(2-chloroimidazo[1,2-a]-pyridine-3-carbonyl)-5'-(3,5-difluorophenyl)tetrahydro-3'H-spiro[piperidine-4,2'-pyrrolo[2,1-b][1,3]-oxazol]-3'-one